5'-chloro-7'-oxo-N-[2-(1H-pyrazol-1-yl)ethyl]-7',8'-dihydro-6'H-spiro[cyclohexane-1,9'-furo[2,3-f]quinazoline]-2'-carboxamide ClC=1C=C2C(=C3C4(NC(NC13)=O)CCCCC4)OC(=C2)C(=O)NCCN2N=CC=C2